C(C)C=1C=C(C=NC1C)NC(OC1=CC=CC=C1)=O phenyl (5-ethyl-6-methylpyridin-3-yl)carbamate